2-fluoro-4-((1-methyl-1H-pyrazol-3-yl)oxy)aniline FC1=C(N)C=CC(=C1)OC1=NN(C=C1)C